[Li+].O=C1N(CCC(N1)=O)CC=1C=NN(C1)CC(=O)[O-] (4-[(2,4-dioxo-1,3-diazinan-1-yl)methyl]pyrazol-1-yl)acetic acid lithium salt